(4-benzyl-3,4-dihydro-2H-benzo[b][1,4]oxazin-7-yl)methanamine C(C1=CC=CC=C1)N1C2=C(OCC1)C=C(C=C2)CN